[N+](=O)([O-])C=1C=C(C=C(C1)C(F)(F)F)[C@@H](C)NC=1C2=C(C(NN1)=O)C=NC(=C2)C=2CN(CC2)C(=O)[O-] (R)-3-(1-((1-(3-nitro-5-(trifluoromethyl)phenyl)ethyl)amino)-4-oxo-3,4-dihydro Pyrido[3,4-d]pyridazin-7-yl)-2,5-dihydro-1H-pyrrole-1-carboxylate